C1=C(C=CC2=CC=CC=C12)C(CC(C#N)C=N)=O 4-naphthalen-2-yl-2-(iminomethyl)-4-oxobutanenitrile